C(=O)=C1C(=C(C=NN1COCC[Si](C)(C)C)NC(CON=CC(=O)O)C)C(F)(F)F (2-((6-carbonyl-5-(trifluoromethyl)-1-((2-(trimethylsilyl)ethoxy)methyl)-1,6-dihydropyridazin-4-yl)amino)propoxy)iminoacetic acid